FC=1C=C2C(CC3(CCN(CC3)C(=O)NCC=3OC(=CC3)C)OC2=CC1)O 6-fluoro-N-((5-methylfuran-2-yl)methyl)-4-hydroxyspiro[chromane-2,4'-piperidine]-1'-carboxamide